pentaglycerol ricinoleate C(CCCCCCC\C=C/C[C@H](O)CCCCCC)(=O)O.OCC(O)CO.OCC(O)CO.OCC(O)CO.OCC(O)CO.OCC(O)CO